trans-((1r,4r)-4-(tert-butyl)cyclohexyl)methanol C(C)(C)(C)[C@@H]1CC[C@H](CC1)CO